4-Amino-6-(3-benzyloxy-5-methoxy-anilino)-2-methylsulfanyl-pyrimidine-5-carboxamide NC1=NC(=NC(=C1C(=O)N)NC1=CC(=CC(=C1)OC)OCC1=CC=CC=C1)SC